(2S,3S)-ethyl 3-((2-bromo-6-(thiophen-3-yl)pyrimidin-4-yl)amino)bicyclo[2.2.2]octane-2-carboxylate BrC1=NC(=CC(=N1)N[C@@H]1[C@H](C2CCC1CC2)C(=O)OCC)C2=CSC=C2